3-(3-fluoro-4-((methylsulfonyl)methyl)phenyl)-7-(1-(1-methyl-1H-pyrazol-4-yl)ethyl)-1H-indole-2-carboxylic acid FC=1C=C(C=CC1CS(=O)(=O)C)C1=C(NC2=C(C=CC=C12)C(C)C=1C=NN(C1)C)C(=O)O